N-[5-bromo-2-(4-fluorobenzoyl)-4-methyl-phenyl]acetamide BrC=1C(=CC(=C(C1)NC(C)=O)C(C1=CC=C(C=C1)F)=O)C